4-amino-N,1-dimethyl-N-((4R)-7-(1-(trifluoromethyl)-1H-pyrazol-4-yl)-3,4-dihydro-1H-2-benzopyran-4-yl)-1H-pyrazolo[4,3-c]quinoline-8-carboxamide NC1=NC=2C=CC(=CC2C2=C1C=NN2C)C(=O)N([C@H]2COCC1=C2C=CC(=C1)C=1C=NN(C1)C(F)(F)F)C